(R)-6-(4-(3-(3,6-dibromo-9H-carbazol-9-yl)-2-hydroxypropyl)piperazin-1-yl)hexanoic acid dihydrochloride Cl.Cl.BrC=1C=CC=2N(C3=CC=C(C=C3C2C1)Br)C[C@@H](CN1CCN(CC1)CCCCCC(=O)O)O